2-oxohept-4-ene-1,7-dioate O=C(C(=O)[O-])CC=CCC(=O)[O-]